2-({4-[2-(4-chloro-2-fluorophenyl)-2-methyl-1,3-benzodioxol-4-yl]piperidin-1-yl}methyl)-1-[2-(1-methyl-1H-imidazol-4-yl)ethyl]-1H-benzimidazole-6-carboxylic acid ClC1=CC(=C(C=C1)C1(OC2=C(O1)C=CC=C2C2CCN(CC2)CC2=NC1=C(N2CCC=2N=CN(C2)C)C=C(C=C1)C(=O)O)C)F